N'-(5-chloro-4-pyrazolo[1,5-a]pyridin-3-ylpyrimidin-2-yl)-4-methoxy-6-(4-methylpiperazin-1-yl)benzene-1,3-diamine ClC=1C(=NC(=NC1)NC=1C=C(C(=CC1OC)N1CCN(CC1)C)N)C=1C=NN2C1C=CC=C2